COP(OC)(=O)CCC(=O)NCO 3-[(hydroxymethyl)amino]-3-oxo-propyl-phosphonic acid-dimethyl ester